CC1=CC(=CC(=C1)C(=O)O)C The molecule is a dimethylbenzoic acid in which the two methyl groups are located at positions 3 and 5. It derives from a benzoic acid. It is a conjugate acid of a 3,5-dimethylbenzoate.